NC1=NC=2C=NC(=CC2C2=C1COC2)C(=O)N2[C@H](COCC2)C2=NC=C(C=C2)C(F)(F)F |r| (4-amino-1,3-dihydrofuro[3,4-c][1,7]naphthyridin-8-yl)-[rac-(3S)-3-[5-(trifluoromethyl)-2-pyridinyl]morpholin-4-yl]methanone